2-({6-[2-(1,3-benzothiazol-2-yl)ethyl]-4-phenylquinolin-2-yl}(methyl)amino)acetic acid S1C(=NC2=C1C=CC=C2)CCC=2C=C1C(=CC(=NC1=CC2)N(CC(=O)O)C)C2=CC=CC=C2